C(C)C(CP(OC1=CC=C(C=C1)CCCCCCCCC)([O-])=O)CCCC.[Nd+3].C(CCCCCCCC)C1=CC=C(C=C1)OP([O-])(=O)CC(CCCC)CC.C(CCCCCCCC)C1=CC=C(C=C1)OP([O-])(=O)CC(CCCC)CC neodymium (p-nonylphenyl) ((2-ethylhexyl) phosphonate)